1-tert-butyl-5-[(2-ethoxypyrimidin-4-yl)amino]-3-(4-nitrophenyl)-1H-pyrazole-4-carbonitrile C(C)(C)(C)N1N=C(C(=C1NC1=NC(=NC=C1)OCC)C#N)C1=CC=C(C=C1)[N+](=O)[O-]